C(CCC)[C@H]1NS(C2=C(N(C1)C1=CC=C(C=C1)F)C=C(C(=C2)OCC2CC2)SCC)(=O)=O (R)-1-(((3-Butyl-7-(ethylthio)-5-(4-fluorophenyl)-1,1-dioxido-2,3,4,5-tetrahydro-1,2,5-benzothiadiazepin-8-yl)oxy)methyl)cyclopropan